4-(tert-butyl)-N-((4-(4-methylbenzamido)phenyl)thiocarbamoyl)benzamide C(C)(C)(C)C1=CC=C(C(=O)NC(NC2=CC=C(C=C2)NC(C2=CC=C(C=C2)C)=O)=S)C=C1